FC=1C=C(C=C2C(=C(C(=NC12)N1CCC(CC1)N[C@H]1COCC1)C1=NC(=NO1)C)C)C (R)-1-(8-fluoro-4,6-dimethyl-3-(3-methyl-1,2,4-oxadiazol-5-yl)quinolin-2-yl)-N-(tetrahydrofuran-3-yl)piperidin-4-amine